N1(CCCC1)C(=O)C1=CC=C(C=N1)C=1C=C2C=NC=NC2=C(C1)C=1C=C(C=CC1)NC(C=C)=O N-(3-(6-(6-(pyrrolidine-1-carbonyl)pyridin-3-yl)quinazolin-8-yl)phenyl)acrylamide